NC=CC1=CC=CC=C1 aminostyrol